NC=1C(NC2=C3C=CC=NC3=C(C=C2C1C1=C2C=NNC2=C(C=C1)Cl)C#N)=O 3-amino-4-(7-chloro-1H-indazol-4-yl)-2-oxo-1H-1,7-phenanthroline-6-carbonitrile